ClC1=C(C=C(C(=C1)I)C(F)(F)F)OC 1-CHLORO-5-IODO-2-METHOXY-4-(TRIFLUOROMETHYL)BENZENE